cis,cis-1,3,5-tris(stearylaminocarbonyl)cyclohexan C(CCCCCCCCCCCCCCCCC)NC(=O)C1CC(CC(C1)C(=O)NCCCCCCCCCCCCCCCCCC)C(=O)NCCCCCCCCCCCCCCCCCC